1-(4-Chlorobenzo[d][1,3]dioxol-5-yl)propan-1-one ClC1=C(C=CC=2OCOC21)C(CC)=O